tert-butyl N-{[1-(1-benzofuran-5-sulfonyl)-5-(2-fluorophenyl)-1H-pyrrol-3-yl]methyl}-N-methylcarbamate O1C=CC2=C1C=CC(=C2)S(=O)(=O)N2C=C(C=C2C2=C(C=CC=C2)F)CN(C(OC(C)(C)C)=O)C